(S)-2-(5-(N-(2-(2-(2-aminoethoxy)ethoxy)ethyl)-1-(isoquinolin-4-yl)piperidine-3-carboxamido)-2-oxopyridin-1(2H)-yl)acetic acid NCCOCCOCCN(C(=O)[C@@H]1CN(CCC1)C1=CN=CC2=CC=CC=C12)C=1C=CC(N(C1)CC(=O)O)=O